C1(CC1)C1=NC(=C2N1C=CN(C2=O)CC(=O)N2CC(C2)(C)F)C2=CC(=C(C=C2)F)C(F)(F)F 3-cyclopropyl-1-(4-fluoro-3-(trifluoromethyl)phenyl)-7-(2-(3-fluoro-3-methylazetidin-1-yl)-2-oxoethyl)imidazo[1,5-a]pyrazin-8(7H)-one